5-chloro-N-[6-(2,2-difluoroethoxy)-5-fluoro-2-methoxy-3-pyridinyl]naphthalene-1-sulfonamide ClC1=C2C=CC=C(C2=CC=C1)S(=O)(=O)NC=1C(=NC(=C(C1)F)OCC(F)F)OC